C(C1=CC=CC=C1)OC1=NC(=CC=C1C1=NN(C2=CC(=CC=C12)N1[C@@H](C[C@@H](CC1=O)N(C(OC(C)(C)C)=O)C)C)C)OCC1=CC=CC=C1 tert-butyl ((2R,4S)-1-(3-(2,6-bis(benzyloxy)pyridin-3-yl)-1-methyl-1H-indazol-6-yl)-2-methyl-6-oxopiperidin-4-yl)(methyl)carbamate